(R)-2-(N-(1-(1-(naphthalen-1-yl)ethyl)piperidin-4-yl)methylsulfonamido)-N-(2-oxo-2-(prop-2-yn-1-ylamino)ethyl)acetamide C1(=CC=CC2=CC=CC=C12)[C@@H](C)N1CCC(CC1)N(S(=O)(=O)C)CC(=O)NCC(NCC#C)=O